BrC1=CC=C2C(CCN(C2=N1)C(=O)OC(C)(C)C)=O tert-butyl 7-bromo-4-oxo-2,3-dihydro-1,8-naphthyridine-1-carboxylate